CC1=C(N=C(S1)N)Cl 5-methyl-4-chloro-2-aminothiazole